1-((3-((3-cyano-1-azetidinyl)sulfonyl)phenyl)carbonyl)-N-((5-(trifluoromethyl)-2-pyridinyl)methyl)-D-prolinamide C(#N)C1CN(C1)S(=O)(=O)C=1C=C(C=CC1)C(=O)N1[C@H](CCC1)C(=O)NCC1=NC=C(C=C1)C(F)(F)F